N-[5-[2-methyl-4-[(3-methylazetidin-3-yl)oxymethyl]pyrazol-3-yl]pyrazolo[1,5-a]pyridin-2-yl]cyclopropanecarboxamide CN1N=CC(=C1C1=CC=2N(C=C1)N=C(C2)NC(=O)C2CC2)COC2(CNC2)C